C(C)OC=1SC2=C(NC(C=C2)=O)N1 Ethoxythiazolo[4,5-b]pyridin-5(4H)-one